O=C1N2C(=NN1C1CC(C1)C1=CC(=NC=N1)C#N)CC[C@H]2C2=CC=CC=C2 6-((1R,3s)-3-((S)-3-oxo-5-phenyl-6,7-dihydro-3H-pyrrolo[2,1-c][1,2,4]triazol-2(5H)-yl)cyclobutyl)pyrimidine-4-carbonitrile